3-aminophenyl-boric acid hemisulphate S(=O)(=O)(O)O.NC=1C=C(C=CC1)OB(O)O.NC=1C=C(C=CC1)OB(O)O